CC=1C(=CC2=C(C(CO2)CCC)C1)C(=O)O 5-methyl-3-propyl-2,3-dihydrobenzofuran-6-carboxylic acid